bromo-3,4-dihydrospiro[1-benzopyran-2,4'-piperidine] BrN1CCC2(CC1)OC1=C(CC2)C=CC=C1